C1CNCCC12CCC(CC2)N2CCN(CC2)C2=CC=C(C=C2)N2CNCC=C2 1-(4-(4-(3-Azaspiro[5.5]undecan-9-yl)piperazin-1-yl)phenyl)dihydropyrimidine